(s)-1-cyclopropyl-ethylamine C1(CC1)[C@H](C)N